2-(1H-pyrazol-4-yl)-N-(1-{[(3S)-pyrrolidin-3-yl]methyl}-1H-pyrazol-4-yl)-1,3-thiazole-4-carboxamide N1N=CC(=C1)C=1SC=C(N1)C(=O)NC=1C=NN(C1)C[C@@H]1CNCC1